1-n-butylimidazole C(CCC)N1C=NC=C1